N(O)=CC1=CC=C(C(=O)N(C)C)C=C1 4-oximinomethyl-N,N-dimethylbenzoic acid amide